NC1=C(C(NC2=C(C=CC=C12)C=1C=NC=CC1OC)=O)C(=O)NC 4-amino-8-(4-methoxy-3-pyridinyl)-N-methyl-2-oxo-1H-quinoline-3-carboxamide